2-(1-(2-(2-methoxyphenyl)-2-((tetrahydro-2H-pyran-4-yl)oxy)ethyl)-5-methyl-6-(oxazol-2-yl)-2,4-dioxo-1,2-dihydrothieno[2,3-d]pyrimidin-3(4H)-yl)-2-methylpropionic acid COC1=C(C=CC=C1)C(CN1C(N(C(C2=C1SC(=C2C)C=2OC=CN2)=O)C(C(=O)O)(C)C)=O)OC2CCOCC2